2-bromospiro[cyclopenta[2,1-b:3,4-b']dipyridine-5,9'-fluorene] BrC1=CC=C2C(=N1)C1=NC=CC=C1C21C2=CC=CC=C2C=2C=CC=CC12